BrC1=CC=C2C(CC=3C(=NOC3C2=C1)N)(C)C 8-bromo-5,5-dimethyl-4,5-dihydronaphtho[2,1-d]isoxazol-3-amine